ClC1=CC=C2C(=C3N(C2=C1Cl)CCCC(C3)C(=O)O)C=3C=NNC3 3,4-dichloro-11-(1H-pyrazol-4-yl)-7,8,9,10-tetrahydro-6H-azepino[1,2-a]indole-9-carboxylic acid